ethyl 4-amino-6-methyl-2-(4-(1-methylcyclopropyl)phenyl)pyrimidine-5-carboxylate NC1=NC(=NC(=C1C(=O)OCC)C)C1=CC=C(C=C1)C1(CC1)C